N[C@H](COC)C1=CC=2N(N=C1)C=C(N2)[C@H](COC(C(F)(F)F)(C)C)NC(OC(C)(C)C)=O tert-Butyl ((R)-1-(7-((S)-1-amino-2-methoxyethyl)imidazo[1,2-b]pyridazin-2-yl)-2-((1,1,1-trifluoro-2-methylpropan-2-yl)oxy)ethyl)carbamate